2-(2-methoxy-6-methylphenyl)-4,5,6,7-tetrahydropyrazolo[1,5-a]pyrimidine COC1=C(C(=CC=C1)C)C1=NN2C(NCCC2)=C1